C1(CC1)NC1=NC(=NC=C1C(=O)N)NC1=CC2=C(OC[C@H](CN2)OCCOC(C)C)C=C1 4-(cyclopropylamino)-2-(((S)-2,3,4,5-tetrahydro-3-(2-isopropoxyethoxy)benzo[b][1,4]oxazepin-7-yl)amino)pyrimidine-5-carboxamide